17-Cyclopropylmethyl-3,14β-dihydroxy-4,5α-epoxy-6β-[3'-(thiophen-2-yl)propanamido]morphinan hydrochloride Cl.C1(CC1)CN1[C@H]2[C@@]3(CC[C@H]([C@H]4[C@@]3(C=3C(=C(C=CC3C2)O)O4)CC1)NC(CCC=1SC=CC1)=O)O